FC1OC(OC1F)=O 4,5-difluoro-1,3-dioxolan-2-on